CN1CCN(CC1)C1=NC2=CC=CC=C2C(=C1)C(=O)O 2-(4-methylpiperazin-1-yl)quinoline-4-carboxylic acid